4-oxo-N-[(6-piperazin-2-ylimidazo[1,2-a]pyridin-2-yl)methyl]pyrido[1,2-a]pyrimidine-2-carboxamide O=C1C=C(N=C2N1C=CC=C2)C(=O)NCC=2N=C1N(C=C(C=C1)C1NCCNC1)C2